(1s,3s)-N-cyclopropyl-3-((4-methoxy-5-(1-methyl-1H-benzo[d][1,2,3]triazol-6-yl)pyrrolo[2,1-f][1,2,4]triazin-2-yl)amino)-1-methylcyclobutane-1-carboxamide C1(CC1)NC(=O)C1(CC(C1)NC1=NN2C(C(=N1)OC)=C(C=C2)C=2C=CC1=C(N(N=N1)C)C2)C